tris-(4-isocyanatophenyl)-methane N(=C=O)C1=CC=C(C=C1)C(C1=CC=C(C=C1)N=C=O)C1=CC=C(C=C1)N=C=O